1H-pyrrole-2,3-dicarboxylate N1C(=C(C=C1)C(=O)[O-])C(=O)[O-]